C1(CCC(N1C(C(=O)O)CC(=O)O)=O)=O.C1(CCC(N1C(C(=O)O)CC(=O)O)=O)=O.C(CO)O ethylene glycol Bis(succinimidyl succinate)